COC(=O)[C@@]1(CN(CC[C@H]1NCC1=CC=CC=C1)C(=O)OC(C)(C)C)C |r| rac-(3R,4R)-4-benzylamino-3-methyl-piperidine-1,3-dicarboxylic acid 1-tert-butyl ester 3-methyl ester